NCCOCCOCCOC/C=C/C(=O)N1C[C@@H](CCC1)N1N=C(C=2C1=NC=NC2N)C2=CC=C(C=C2)OC2=CC=CC=C2 (E)-4-[2-[2-(2-aminoethoxy)ethoxy]ethoxy]-1-[(3R)-3-[4-amino-3-(4-phenoxyphenyl)pyrazolo[3,4-d]pyrimidin-1-yl]-1-piperidyl]but-2-en-1-one